COC1=NC2=CC(=CC=C2C=C1C(=O)OCC)C(C)C ethyl 2-methoxy-7-(prop-2-yl)quinoline-3-carboxylate